CC1(NCC1NC1=CC=CC(=N1)C1=CN=C2N1C=C(C(=C2)OC)C(C)(C)O)C 2-(3-(6-((2,2-dimethylazetidin-3-yl)amino)pyridin-2-yl)-7-methoxyimidazo[1,2-a]pyridin-6-yl)propan-2-ol